molybdenum aluminum sulfide [S-2].[Al+3].[Mo+4]